N1C=NC2=C1CCOC2 1H,4H,6H,7H-pyrano[3,4-d]imidazol